C(C=C)OC1=C(C(=O)NC2=NC(=NC=C2C=C)Cl)C(=CC=C1)F 2-(allyloxy)-N-(2-chloro-5-vinylpyrimidin-4-yl)-6-fluorobenzamide